[N+](=O)([O-])C1=C2C(NC(C2=CC=C1)=O)=O 4-nitro-1,3-dioxoisoindoline